OCC(C)(C)NC(=O)C1C(CCC(C1)C)C(C)C 2-isopropyl-5-methyl-cyclohexanecarboxylic acid (2-hydroxy-1,1-dimethyl-ethyl)-Amide